ethyl (7S)-7-[4-(2-nitrobenzene-1-sulfonyl)piperazin-1-yl]-2-{4-[4-(trifluoromethoxy)phenoxy]phenyl}-4,5,6,7-tetrahydro-2H-pyrazolo[4,3-b]pyridine-3-carboxylate [N+](=O)([O-])C1=C(C=CC=C1)S(=O)(=O)N1CCN(CC1)[C@@H]1C=2C(NCC1)=C(N(N2)C2=CC=C(C=C2)OC2=CC=C(C=C2)OC(F)(F)F)C(=O)OCC